FC1=C(C=CC(=C1)F)NC(NNC(C1=C(N=C(C=C1)C=1C=NC=CC1)C)=O)=O 4-(2,4-difluorophenyl)-1-(2-methyl-6-(pyridin-3-yl)nicotinoyl)semicarbazide